5-(3,8-Diazabicyclo[3.2.1]octan-3-yl)-2-methyl-N-(1-(2-methyl-7-(thiazol-2-yl)quinolin-5-yl)cyclopropyl)benzamide C12CN(CC(CC1)N2)C=2C=CC(=C(C(=O)NC1(CC1)C1=C3C=CC(=NC3=CC(=C1)C=1SC=CN1)C)C2)C